NC1=CC(=C(C=C1)NC(=O)C1CN(C(O1)C(F)(F)F)C1=CC(=C(C=C1)C#N)C(F)(F)F)F N-(4-Amino-2-fluorophenyl)-3-(4-cyano-3-(trifluoromethyl)phenyl)-2-(trifluoromethyl)oxazolidin-5-carboxamid